N=1C=C(N2C1N=CC=C2)CN2CCC(CC2)C=2C=C1CN(C(C1=CC2)=O)C2C(NC(CC2)=O)=O 3-(5-(1-(imidazo[1,2-a]pyrimidin-3-ylmethyl)piperidin-4-yl)-1-oxoisoindolin-2-yl)piperidine-2,6-dione